ClC1=CC=C(C=C1)S(=O)(=O)N1C=C(C=C1C1=CC(=CC=C1)F)CNC([2H])([2H])[2H] N-((1-((4-chlorophenyl)sulfonyl)-5-(3-fluorophenyl)-1H-pyrrol-3-yl)methyl)methane-d3-amine